FC(C)(F)C1=CN=CC(=N1)N1N=C(C=2C=NC(=CC21)NC(C)=O)N2C[C@H](CC2)NC(C)C (S)-N-(1-(6-(1,1-difluoroethyl)pyrazin-2-yl)-3-(3-(isopropylamino)pyrrolidin-1-yl)-1H-pyrazolo[4,3-c]pyridin-6-yl)acetamide